13S-hydroxy-9Z,11E,15Z-octadecatrienoic acid CC/C=C\C[C@@H](/C=C/C=C\CCCCCCCC(=O)O)O